3-(((1r,4r)-4-(((2-bromo-5-(trifluoromethyl)pyrazolo[1,5-a]pyrimidin-7-yl)amino)methyl)-4-phenylcyclohexyl)amino)propanenitrile BrC1=NN2C(N=C(C=C2NCC2(CCC(CC2)NCCC#N)C2=CC=CC=C2)C(F)(F)F)=C1